cyclohexylmethyl 3-{[2-(4-chlorophenyl)imidazo[1,2-a]pyrimidin-3-yl]methyl}-3,8-diazabicyclo[3.2.1]octane-8-carboxylate ClC1=CC=C(C=C1)C=1N=C2N(C=CC=N2)C1CN1CC2CCC(C1)N2C(=O)OCC2CCCCC2